NC1=C(C(=O)N2CCC(CC2)N2C(NC3=NC=C(C=C32)[C@@H]3OCCCC3)=O)C=CC(=C1)OC(F)(F)F |r| (rac)-1-[1-[2-amino-4-(trifluoromethoxy)benzoyl]-4-piperidyl]-6-tetrahydropyran-2-yl-3H-imidazo[4,5-b]pyridin-2-one